tertiary-butyl [5-chloro-6-(1,2-dihydroxyethyl) pyridin-3-yl]carbamate ClC=1C=C(C=NC1C(CO)O)NC(OC(C)(C)C)=O